BrC=1C(OC2=CC(=CC=C2C1)O)(C)C 3-bromo-7-hydroxy-2,2-dimethyl-2H-chromen